2-(4-{[1-(2,2,2-trifluoroethyl)-2-{3-[(4-trifluoromethane-sulfonylphenyl)amino]prop-1-yn-1-yl}-1H-indol-4-yl]amino}piperidin-1-yl)ethan-1-ol FC(CN1C(=CC2=C(C=CC=C12)NC1CCN(CC1)CCO)C#CCNC1=CC=C(C=C1)S(=O)(=O)C(F)(F)F)(F)F